1-ethyl-2,3-dimethylimidazole acetate C(C)(=O)O.C(C)N1C(N(C=C1)C)C